N-{(2S,3R)-1-(bicyclo[1.1.1]pentane-1-carbonyl)-4,4-difluoro-2-[(2,2',5'-trifluoro[1,1'-biphenyl]-3-yl)methyl]pyrrolidin-3-yl}ethanesulfonamide C12(CC(C1)C2)C(=O)N2[C@H]([C@H](C(C2)(F)F)NS(=O)(=O)CC)CC=2C(=C(C=CC2)C2=C(C=CC(=C2)F)F)F